N-(((3R,4R,5R,6R)-2,4,5-trihydroxy-6-(hydroxymethyl)tetrahydro-2H-pyran-3-yl)methyl)acetamide OC1O[C@@H]([C@@H]([C@@H]([C@H]1CNC(C)=O)O)O)CO